(1R,9R)-5-fluoro-10,10-dimethyl-3-azatricyclo[7.1.1.02,7]undec-2(7)-en-4-one FC1C(NC=2[C@H]3C([C@@H](CC2C1)C3)(C)C)=O